tert-butyl (1R,3s,5S)-3-(3-chloro-6-methyl-7-oxo-6,7-dihydropyrimido[4,5-c]pyridazin-8(5H)-yl)-8-azabicyclo[3.2.1]octane-8-carboxylate ClC1=CC2=C(N=N1)N(C(N(C2)C)=O)C2C[C@H]1CC[C@@H](C2)N1C(=O)OC(C)(C)C